5-(5-((4S,5R)-3,3-dimethyl-2-oxo-5-phenyl-4-(pyrimidin-2-ylamino)pyrrolidin-1-yl)-1H-indazol-1-yl)-1-methylpyridin-2(1H)-one CC1(C(N([C@@H]([C@H]1NC1=NC=CC=N1)C1=CC=CC=C1)C=1C=C2C=NN(C2=CC1)C=1C=CC(N(C1)C)=O)=O)C